(R)-2-chloro-7-isopropyl-3-(3-methoxypropoxy)-6,7-dihydro-11H-benzo[f]pyrido[1,2-d][1,4]oxazepin-11-one ClC=1C(=CC2=C(C=3N([C@@H](CO2)C(C)C)C=CC(C3)=O)C1)OCCCOC